(S)-TERT-BUTYL 6'-CHLORO-5-(((1S,2R)-2-(HYDROXYMETHYL)-2-METHYLCYCLOBUTYL)METHYL)-3',4,4',5-TETRAHYDRO-2H,2'H-SPIRO[BENZO[B][1,4]OXAZEPINE-3,1'-NAPHTHALENE]-7-CARBOXYLATE ClC=1C=C2CCC[C@]3(C2=CC1)CN(C1=C(OC3)C=CC(=C1)C(=O)OC(C)(C)C)C[C@@H]1[C@](CC1)(C)CO